IC1=CC=CC=2OC(OC21)(C)C 4-iodo-2,2-dimethyl-benzo[1,3]dioxol